2-chloro-4-((S)-3-((S)-4,4-dimethyl-3-phenylpentanamido)-2-(dimethylamino)propyl)-N-methylbenzamide ClC1=C(C(=O)NC)C=CC(=C1)C[C@@H](CNC(C[C@@H](C(C)(C)C)C1=CC=CC=C1)=O)N(C)C